NC1=C(C(=NN1C(C)C)C1=CC=C(C=C1)C(C(=O)NC1=NOC(=C1)C1(CC1)C)C)C#N 2-[4-(5-Amino-4-cyano-1-isopropylpyrazol-3-yl)phenyl]-N-[5-(1-methylcyclopropyl)-1,2-oxazol-3-yl]propanamide